6-(Cyclopropanecarboxamido)-4-((4-methoxy-1-methyl-1H-indazol-3-yl)amino)-N-methylnicotinamide C1(CC1)C(=O)NC1=NC=C(C(=O)NC)C(=C1)NC1=NN(C2=CC=CC(=C12)OC)C